BrC1=CC=C2CCN(C(C2=C1)=O)CCO[Si](C)(C)C(C)(C)C 7-Bromo-2-[2-[tert-butyl-(dimethyl)silyl]oxyethyl]-3,4-dihydroisoquinolin-1-one